ClC1=C(C(=CC=C1)Cl)C=1C(C2=C(N=C(N=C2)NC2=CC=C(C=C2)N2CCN(CC2)C)N(C1)CC(F)(F)F)=O 6-(2,6-dichlorophenyl)-2-{[4-(4-methylpiperazin-1-yl)phenyl]amino}-8-(2,2,2-trifluoroethyl)pyrido[2,3-d]pyrimidin-5(8H)-one